CSC1=CC=C(C=N1)CNC1=NC=CC=C1 N-((6-(methylthio)pyridin-3-yl)methyl)pyridin-2-amine